6,6-dimethyl-2,4-dioxo-3-azabicyclo[3.1.0]hexan CC1(C2C(NC(C12)=O)=O)C